3-(5-((5-(4'-chloro-5,5-dimethyl-3,4,5,6-tetrahydro-[1,1'-biphenyl]-2-Carbonyl)-2,5-diazabicyclo[2.2.1]heptan-2-yl)methyl)-1-oxoisoindolin-2-yl)piperidine-2,6-dione ClC1=CC=C(C=C1)C1=C(CCC(C1)(C)C)C(=O)N1C2CN(C(C1)C2)CC=2C=C1CN(C(C1=CC2)=O)C2C(NC(CC2)=O)=O